ethyl 6-(difluoromethoxy)-4-methylnicotinate FC(OC1=NC=C(C(=O)OCC)C(=C1)C)F